FC(C1=NC(=NC(=N1)C(F)(F)F)N1[C@H](C=2NC3=C(C=C(C=C3C2CC1)Cl)N)C[C@H]1COCCC1)(F)F (1S)-2-[4,6-bis(trifluoromethyl)-1,3,5-triazin-2-yl]-6-chloro-1-{[(3S)-oxan-3-yl]methyl}-2,3,4,9-tetrahydro-1H-pyrido[3,4-b]indol-8-amine